FC1(C(C1C(N[C@@H]1C[C@@H](OC2=CC=CC=C12)C(F)(F)F)=O)CN1C(NC(CC1=O)(CC)CC)=[NH2+])F [1-[[2,2-difluoro-3-[[(2R,4R)-2-(trifluoromethyl)chroman-4-yl]carbamoyl]cyclopropyl]methyl]-4,4-diethyl-6-oxo-hexahydropyrimidin-2-ylidene]ammonium